NCC(C)(C)C=1C=C(C(=O)NCC(=O)NC=2SC=C(N2)C2=CC(=CC=C2)C2=CC(=NC=C2)N(C(C)=O)C)C=CC1 3-(1-amino-2-methylpropan-2-yl)-N-(2-((4-(3-(2-(N-methylacetamido)pyridin-4-yl)phenyl)thiazol-2-yl)amino)-2-oxoethyl)benzamide